COC1=C(C=C(C=C1)OC)C=1C(=CC=CC1)C1=CC=CC=C1 2,5-dimethoxyterphenyl